(6-(3,3-dimethylpiperazin-1-yl)pyridazin-3-yl)-7-ethoxy-2-methylimidazo[1,2-a]pyridine-6-carboxamide hydrochloride Cl.CC1(CN(CCN1)C1=CC=C(N=N1)C1=C(N=C2N1C=C(C(=C2)OCC)C(=O)N)C)C